N-(4-(4-cyano-6-(3-methoxy-4-((6-methylpyridin-2-yl)oxy)phenyl)-7-methyl-7H-pyrrolo[2,3-d]pyrimidin-5-yl)phenyl)acrylamide C(#N)C=1C2=C(N=CN1)N(C(=C2C2=CC=C(C=C2)NC(C=C)=O)C2=CC(=C(C=C2)OC2=NC(=CC=C2)C)OC)C